FC(C=1C(=C(C=CC1)[C@](C)([2H])NC=1C=2C(N=C(N1)C)=C(C(N(C2)C2(CC2)CF)=O)N2CCS(CC2)(=O)=O)F)F (R)-4-((1-(3-(difluoromethyl)-2-fluorophenyl)ethyl-1-d)amino)-8-(1,1-dioxidothiomorpholinyl)-6-(1-(fluoromethyl)cyclopropyl)-2-methylpyrido[4,3-d]pyrimidine-7(6H)-one